FC1(C[C@@H](CN(C1)C(=O)OC=1C=NC(=CC1)C(F)(F)F)N1C(CCCC1)=O)F 6-(trifluoromethyl)pyridin-3-yl (3'S)-5',5'-difluoro-2-oxo[1,3'-bipiperidine]-1'-carboxylate